ClC=1C=C(C=CC1OCC1=NC=CC=C1)NC1=NC=NC2=CC(=C(C=C12)[N+](=O)[O-])C#CC1(CN(CCC1)C(=O)OC(C)(C)C)C tert-butyl 3-((4-((3-chloro-4-(pyridin-2-ylmethoxy)phenyl)amino)-6-nitroquinazolin-7-yl)-ethynyl)-3-methylpiperidine-1-carboxylate